5-(4-((3-ethyl-9-fluoro-2-oxo-2,3-dihydro-1H-pyrimido[4,5,6-de]quinazolin-8-yl)methyl)piperazin-1-yl)-N-((1s,3s)-3-hydroxycyclobutyl)-6-methylpyridineamide C(C)N1C(NC2=C(C(=CC=3C2=C1N=CN3)CN3CCN(CC3)C=3C=CC(=NC3C)C(=O)NC3CC(C3)O)F)=O